(S)-5-phenyl-2-((1R,3S)-3-(pyrazolo[1,5-a]pyridin-7-yl)cyclobutyl)-2,5,6,7-tetrahydro-3H-pyrrolo[2,1-c][1,2,4]triazol-3-one C1(=CC=CC=C1)[C@@H]1CCC2=NN(C(N21)=O)C2CC(C2)C2=CC=CC=1N2N=CC1